1-{[(1S,5S,6S)-3-(cyanoacetyl)-3-azabicyclo[3.2.1]oct-6-yl]oxy}-7-(propan-2-yloxy)isoquinoline-6-carboxamide C(#N)CC(=O)N1C[C@@H]2C[C@@H]([C@H](C1)C2)OC2=NC=CC1=CC(=C(C=C21)OC(C)C)C(=O)N